(E)-1-[4-(1,1-difluoroethyl)-2-nitro-phenyl]-N-[1-(2,2,3,3,3-pentafluoropropyl)pyrazolo[3,4-c]pyridin-5-yl]methanimine FC(C)(F)C1=CC(=C(C=C1)\C=N\C=1C=C2C(=CN1)N(N=C2)CC(C(F)(F)F)(F)F)[N+](=O)[O-]